FC=1C=CC(=C(C1)C(CC#C[Si](C)(C)C)C=1C(N(C=CC1)C)=O)OCOC 3-(1-(5-fluoro-2-(methoxymethoxy)phenyl)-4-(trimethylsilyl)but-3-yn-1-yl)-1-methylpyridin-2(1H)-one